FC1=CC=C(C=C1)N1N=C(C=2C(C(C3=C(C12)C=CC=C3)=O)=O)C 1-(4-fluorophenyl)-3-methyl-1H-benzo[g]indazole-4,5-dione